O=C1NC(=C(C=C1C(=O)N)C1=CC=C(C=C1)CC1CCOCC1)C(F)(F)F 2-oxo-5-(4-((tetrahydro-2H-pyran-4-yl)methyl)phenyl)-6-(trifluoromethyl)-1,2-dihydropyridin-3-carboxamide